dimethyl 2-(bromomethyl)fumarate BrC/C(/C(=O)OC)=C\C(=O)OC